(E)-2,2-difluoro-4-(4-bromophenyl)but-3-enoic acid ethyl ester C(C)OC(C(\C=C\C1=CC=C(C=C1)Br)(F)F)=O